ClC1=C(C=C(C(=C1)F)N1C(N(C(=CC1=O)C(F)(F)F)C)=O)\C=N\O[C@@H](C(=O)OC)C Methyl (2R)-2-{[(E)-({2-chloro-4-fluoro-5-[3-methyl-2,6-dioxo-4-(trifluoromethyl)-3,6-dihydropyrimidin-1(2H)-yl]phenyl}methyliden)amino]oxy}propanoate